5-propyl-deoxycytidine-5'-triphosphate P(O)(=O)(OP(=O)(O)OP(=O)(O)O)OC[C@@H]1[C@H](C[C@@H](O1)N1C(=O)N=C(N)C(=C1)CCC)O